(tetrahydro-2H-pyran-4-yl)pyrido[3,4-d]pyrimidine-2,4-diamine O1CCC(CC1)C1=CN=CC=2N=C(N=C(C21)N)N